(1R,2R)-2-fluoro-N-(4-(6-((S)-1-hydroxybutyl)-4-methylpyridin-3-yl)imidazo[1,2-a][1,6]naphthyridin-8-yl)cyclopropane-1-carboxamide F[C@H]1[C@H](C1)C(=O)NC1=NC=C2C=C(C=3N(C2=C1)C=CN3)C=3C=NC(=CC3C)[C@H](CCC)O